FC(C=1C=C(C=2C=CC=3N(C2N1)C=C(N3)C=3OC=NN3)C(F)(F)F)(F)F 2-(2,4-bis(trifluoromethyl)imidazo[1,2-a][1,8]naphthyridin-8-yl)-1,3,4-oxadiazole